tert-Butyl 2-(6-(2,2,2-trifluoroethyl)pyrido[3,2-d]pyrimidin-4-yl)-2,7-diazaspiro[3.5]nonane-7-carboxylate FC(CC=1C=CC=2N=CN=C(C2N1)N1CC2(C1)CCN(CC2)C(=O)OC(C)(C)C)(F)F